N1(CCOCC1)C1=C(C=C(C=C1)C(F)(F)F)C=1C(=NC=CC1)C(=O)N [2-(morpholinyl)-5-(trifluoromethyl)phenyl]-2-pyridinecarboxamide